NCCC=1C=CC(=NC1)C1=C(C=C(C#N)C=C1)OC1=CN=NC(=C1)N1CCCCC1 4-[5-(2-aminoethyl)pyridin-2-yl]-3-(6-piperidin-1-ylpyridazin-4-yl)oxybenzonitrile